ClC(C1=CC=CC2=CC=CC=C12)C1=CC=CC=C1 1-[Chloro(phenyl)methyl]naphthalene